[F-].[Be+2].[F-] BERYLLIUM FLUORID